C(C1=CC=CC=C1)OC1=C(C(=CC(=C1)F)Br)Br 1-benzyloxy-2,3-dibromo-5-fluoro-benzene